FC(C=1C(=C(C=C(C1)C(F)(F)F)C1(CC(=NO1)C1=CC(=C(C(=O)O)C=C1)C)C(F)(F)F)F)F 4-[5-[3-(difluoromethyl)-2-fluoro-5-(trifluoromethyl)phenyl]-5-(trifluoromethyl)-4H-isoxazol-3-yl]-2-methyl-benzoic acid